BrC=1C(=CC(=C(OC=2C=C(C(=O)N(C([2H])([2H])[2H])C([2H])([2H])[2H])C=CC2)C1)[N+](=O)[O-])O 3-(5-bromo-4-hydroxy-2-nitrophenoxy)-N,N-bis(methyl-d3)benzamide